(2-Ethylbenzo[d]oxazol-6-yl)methanol C(C)C=1OC2=C(N1)C=CC(=C2)CO